C(C)(=O)NC#N N-acetyl-cyanoammonia